C1=CC=CC=2C3=CC=CC=C3C(C12)COC(=O)N([C@H](C(=O)O)CSC)C (2R)-2-[9H-fluoren-9-ylmethoxycarbonyl(methyl)amino]-3-methylsulfanyl-propanoic acid